ClC=1C=C2C(=CN1)N(N=C2C(C)(O)C2CC2)C2CNC2 3-(5-chloro-3-(1-cyclopropyl-1-hydroxyethyl)-1H-pyrazolo[3,4-c]pyridin-1-yl)azetidine